3-methylimidazo[4,5-c]pyridin CN1C=NC2=C1C=NC=C2